C(\C=C\C)(=O)OC(\C=C\C)=O (2E)-but-2-enoyl (E)-but-2-enoate